C1(=CC=CC=C1)N(C1=CC=C(C=C1)C1=CC=C(C=C1)N(C1=CC=CC=C1)C1=CC=CC=C1)C1=CC=CC=C1 4,4'-bis(diphenylamino)p-biphenyl